(N-[4-amino-5-(3-benzyloxyisoxazole-5-carbonyl)thiazol-2-yl]-4-fluoro-anilino)propanamide NC=1N=C(SC1C(=O)C1=CC(=NO1)OCC1=CC=CC=C1)N(C1=CC=C(C=C1)F)C(C(=O)N)C